OC=1C(=C(C=CC1)C(C=CC)(C1=CC=CC=C1)C1=CC=CC=C1)O dihydroxydiphenyl-propenyl-phenyl-methane